2-(3-bromo-6-chloropyridin-2-yl)-2-methylpropanenitrile BrC=1C(=NC(=CC1)Cl)C(C#N)(C)C